ClC1=NC=C(C(=N1)NCC1=C(C=C(C=C1)F)Cl)C(=O)N 2-chloro-4-[(2-chloro-4-fluorobenzyl)amino]pyrimidin-5-carboxamide